FC=1C=C(CNC(C(OC)OC)CC2=CC=CC=C2)C=C(C1)OC N-(3-fluoro-5-methoxybenzyl)-1,1-dimethoxy-3-phenylpropan-2-amine